C(C)(C)(C)OC(=O)N1C2CN(CC1CC2)C=2C=1N(N=CC2)C=C(C1)C1=CC(=NC=C1)OC 3-(6-(2-methoxypyridin-4-yl)pyrrolo[1,2-b]pyridazin-4-yl)-3,8-diazabicyclo[3.2.1]octane-8-carboxylic acid tert-butyl ester